N-[4-(4-[[2-(dimethylamino)ethyl]amino]-5-ethyl-7H-pyrrolo[2,3-d]pyrimidin-2-yl)phenyl]-2,5-difluorobenzenesulfonamide CN(CCNC=1C2=C(N=C(N1)C1=CC=C(C=C1)NS(=O)(=O)C1=C(C=CC(=C1)F)F)NC=C2CC)C